CC1=NN=C(S1)NC(=O)C1=NN2C(C(N(CC2)CCC2=C(C=CC=C2)Cl)=O)=C1C1CC1 5-[2-(2-Chlorophenyl)ethyl]-3-cyclopropyl-4-oxo-4,5,6,7-tetrahydropyrazolo[1,5-a]pyrazine-2-carboxylic acid (5-methyl-[1,3,4]thiadiazol-2-yl) amide